(E)-3-[3-[(2-Chloro-4-methylphenoxy)methyl]-4-methoxyphenyl]-1-(2,4-dihydroxyphenyl)prop-2-en-1-one ClC1=C(OCC=2C=C(C=CC2OC)/C=C/C(=O)C2=C(C=C(C=C2)O)O)C=CC(=C1)C